2-methylundec-9-enal CC(C=O)CCCCCCC=CC